acryl-O-aminobenzoic acid C(=O)(C=C)C1=C(C(=O)ON)C=CC=C1